2-methyl-6-[2-[(2S)-2-methylazetidin-1-yl]-6,7-dihydro-5H-cyclopenta[d]pyrimidin-4-yl]isoindolin-1-one CN1C(C2=CC(=CC=C2C1)C=1C2=C(N=C(N1)N1[C@H](CC1)C)CCC2)=O